O1COC2=C1C=CC(=C2)NC(=O)[C@@H](NC([C@@H](NC([C@@H](NC(OCC2=CC=CC=C2)=O)CC2=CC1=CC=CC=C1C=C2)=O)CC(=O)OC(C)(C)C)=O)CCC(=O)OC(C)(C)C tert-Butyl (5S,8S,11S)-11-(benzo[d][1,3]dioxol-5-ylcarbamoyl)-8-(2-(tert-butoxy)-2-oxoethyl)-5-(naphthalen-2-ylmethyl)-3,6,9-trioxo-1-phenyl-2-oxa-4,7,10-triazatetradecan-14-oate